N-(1-(azetidin-1-ylmethyl)cyclopropyl)-2-(6-chloro-3-(trifluoromethyl)-1H-pyrrolo[2,3-b]pyridin-1-yl)-2-methylpropanamide N1(CCC1)CC1(CC1)NC(C(C)(C)N1C=C(C=2C1=NC(=CC2)Cl)C(F)(F)F)=O